IC1=C(C(=O)N)C(=CC(=C1)I)I 2,4,6-triiodobenzamide